1-(di-tertiary butyl-phosphinomethyl)-2-(tertiary butyl-2-pyridylphosphinomethyl)benzene C(C)(C)(C)C(C1=C(C=CC=C1)C(PC1=NC=CC=C1)C(C)(C)C)(P)C(C)(C)C